tert-butyl (1S,4R,6S)-6-(4-amino-3-(4-((3-methylpyridin-2-yl)carbamoyl)phenyl)-1H-pyrazolo[3,4-d]pyrimidin-1-yl)-2-azabicyclo[2.2.1]heptane-2-carboxylate NC1=C2C(=NC=N1)N(N=C2C2=CC=C(C=C2)C(NC2=NC=CC=C2C)=O)[C@H]2C[C@@H]1CN([C@H]2C1)C(=O)OC(C)(C)C